ClC1=CC(=C(C=C1)N1N=CN=N1)[N+](=O)[O-] 2-(4-chloro-2-nitrophenyl)tetrazole